N-(4-(5-(2-methoxyphenyl)isoxazol-3-yl)phenyl)acetamide COC1=C(C=CC=C1)C1=CC(=NO1)C1=CC=C(C=C1)NC(C)=O